(S)-1-(3-Fluoro-4-methoxy-benzenesulfonyl)-pyrrolidine-2-carboxylic acid (4,4-difluoro-cyclohexyl)-(2,3-dihydro-benzofuran-6-ylmethyl)-amide FC1(CCC(CC1)N(C(=O)[C@H]1N(CCC1)S(=O)(=O)C1=CC(=C(C=C1)OC)F)CC1=CC2=C(CCO2)C=C1)F